C(C)(C)(C)OC(=O)N(CCC1=CC=C(C=C1)C=1C=C(C2=CN(N=C2C1C)[C@@H](C(=O)OCC)C1=C2N(C=N1)C[C@@H](C2)F)C(F)(F)F)C |&1:26| rac-ethyl 2-(6-(4-(2-((tert-butoxycarbonyl)(methyl)amino)ethyl)phenyl)-7-methyl-4-(trifluoromethyl)-2H-indazol-2-yl)-2-((R)-6-fluoro-6,7-dihydro-5H-pyrrolo[1,2-c]imidazol-1-yl)acetate